BrC(C)C=1C(NC2=CC(=CN=C2C1)CC)=O 3-(1-bromoethyl)-7-ethyl-1,2-dihydro-1,5-naphthyridin-2-one